BrC1=CN=CC(=N1)NC(=O)[C@H]1NC[C@@H](C1)F (2S,4R)-N-(6-bromopyrazin-2-yl)-4-fluoropyrrolidine-2-carboxamide